N-(1-(1-(2,4-bis(trifluoromethyl)phenyl)propyl)-1H-pyrazol-4-yl)-5-(pyridin-2-yl)isoxazole FC(C1=C(C=CC(=C1)C(F)(F)F)C(CC)N1N=CC(=C1)N1OC(=CC1)C1=NC=CC=C1)(F)F